C[Si](C)(C)C#CC1=CC=CC=2CC3=CC=CC=C3C(C12)=O ((trimethylsilyl)ethynyl)anthracen-9(10H)-one